N1(CCCC1)C(=O)C=1C=NN2C1C=C(C=C2)CNC(C2=CC=CC=C2)=O N-((3-(pyrrolidine-1-carbonyl)pyrazolo[1,5-a]pyridin-5-yl)methyl)benzamide